C(CCCCCCC)SCC=1C=C(C(=C(C1)CSCCCCCCCC)O)C 4,6-bis(octylthiomethyl)o-cresol